N-[4-(3-cyanophenyl)-5-(2,6-dimethyl-4-pyridyl)thiazol-2-yl]-5-oxo-2,6-diazaspiro[3.4]octane C(#N)C=1C=C(C=CC1)C=1N=C(SC1C1=CC(=NC(=C1)C)C)N1C(C2(CNC2)CC1)=O